NC1=NC=C(C2=C1C(=C(N2C)C2=CC=C(C=C2)NC(C(=C)F)=O)Br)C#N N-(4-(4-amino-3-bromo-7-cyano-1-methyl-1H-pyrrolo[3,2-c]pyridin-2-yl)phenyl)-2-fluoroacrylamide